(6-aminopyridin-2-yl)(1-methylpiperidin-4-yl)methanone NC1=CC=CC(=N1)C(=O)C1CCN(CC1)C